(2-amino-3-(3-((2-((3-fluorobenzyl)oxy)pyridin-4-yl)methyl)isoxazol-5-yl)pyridin-1-ium-1-yl)methyl hydrogen phosphate P(=O)(OC[N+]1=C(C(=CC=C1)C1=CC(=NO1)CC1=CC(=NC=C1)OCC1=CC(=CC=C1)F)N)(O)[O-]